ClC1=C(C=C(C=C1)F)C1NC(C=2C1=C(C=C1CCC(NC21)=O)NC(C2=CC(=CC(=C2)F)C(F)(F)F)=O)=O N-[7-(2-chloro-5-fluorophenyl)-2,9-dioxo-2,3,4,7,8,9-hexahydro-1H-pyrrolo[4,3-h]quinolin-6-yl]-5-fluoro-3-(trifluoromethyl)benzamide